3-phenyl-5-(m-tolyl)isothiazole C1(=CC=CC=C1)C1=NSC(=C1)C=1C=C(C=CC1)C